COC=1C=C(OC2=C(C=C(C=C2)[N+](=O)[O-])C=2N=NN(N2)C(C2=CC=CC=C2)(C2=CC=CC=C2)C2=CC=CC=C2)C=CC1OC 5-(2-(3,4-dimethoxyphenoxy)-5-nitrophenyl)-2-trityl-2H-tetrazole